Dicyclohexylperoxy-dicarbonat C1(CCCCC1)OC(=O)OOC(=O)OC1CCCCC1